ClC=1C(=NC=C(C1)F)[C@@H]1CC[C@H](CC1)CCNC1CCOCC1 4-((2-((trans)-4-(3-Chloro-5-fluoropyridin-2-yl)-cyclohexyl)ethyl)amino)tetrahydro-2H-pyran